7-chloro-N-[3-fluorobicyclo[1.1.1]pentan-1-yl]-3-methyl-1H-indole-2-carboxamide ClC=1C=CC=C2C(=C(NC12)C(=O)NC12CC(C1)(C2)F)C